[Na].CC1=C(C(=O)NC=2OC(=NN2)C)C=CC(=C1S(=O)(=O)C)C(F)(F)F 2-methyl-N-(5-methyl-1,3,4-oxadiazole-2-yl)-3-(methylsulfonyl)-4-(trifluoromethyl)benzamide sodium